N-(5-((6-((R)-3-benzylisoxazolidine-2-yl)pyrimidine-4-yl)amino)-4-methoxy-2-(4-(1-methylpiperidine-4-yl)piperazine-1-yl)phenyl)acrylamide C(C1=CC=CC=C1)[C@H]1N(OCC1)C1=CC(=NC=N1)NC=1C(=CC(=C(C1)NC(C=C)=O)N1CCN(CC1)C1CCN(CC1)C)OC